tert-butyl (1R,5S)-2-methylsulfanyl-3,6-diazabicyclo[3.1.1]hept-2-ene-6-carboxylate CSC=1[C@@H]2N([C@H](CN1)C2)C(=O)OC(C)(C)C